6-decalin-dimethanol C1(CCCC2CC(CCC12)CO)CO